NC1=NC=CC=C1C1=NC=2C(=NC(=CC2)C2=CC=CC=C2)N1C1=CC=C(CN2CCC(CC2)NC(C2=CC(=C(C=C2)O)C=O)=O)C=C1 N-(1-(4-(2-(2-aminopyridin-3-yl)-5-phenyl-3H-imidazo[4,5-b]pyridin-3-yl)benzyl)piperidin-4-yl)-3-formyl-4-hydroxybenzamide